(R)-8-(3-methoxy-2,6-dimethylphenyl)-6-(pyridin-4-yl)pyrido[3,4-d]pyrimidin-4-amine COC=1C(=C(C(=CC1)C)C1=NC(=CC2=C1N=CN=C2N)C2=CC=NC=C2)C